ethyl 3-(4-fluorophenyl)isothiazole-4-carboxylate FC1=CC=C(C=C1)C1=NSC=C1C(=O)OCC